C(CCCCCC(C)C)(=O)OOC(CCCCCC(C)C)=O di-isononanoyl peroxide